C(C)(C)(C)OC(=O)N[C@@H]1[C@@H](OCC12CCN(CC2)C=2N=CC(=NC2CO)SC=2C(=C(C=CC2)N2CCC(CC2)C(=O)O)Cl)C 1-(3-((5-((3S,4S)-4-((tert-butoxycarbonyl)amino)-3-methyl-2-oxa-8-azaspiro[4.5]decan-8-yl)-6-(hydroxymethyl)pyrazin-2-yl)thio)-2-chlorophenyl)piperidine-4-carboxylic acid